C1(=CC=CC=C1)C=1C=C(C(=O)C2=CC=CC=C2)C=CC1 3-phenyl-benzophenone